C[Si](C)(CCC(C(C(C(C(C(C(C(F)(F)F)(F)F)(F)F)(F)F)(F)F)(F)F)(F)F)(F)F)Cl (heptadecafluoro-1,1,2,2-tetrahydrodecyl)dimethylchlorosilane